6-(4-Acetylphenyl)-5,7-dimethyl-2-phenyl-2,6-dihydro-1H-pyrrolo[3,4-d]pyridazin-1-one C(C)(=O)C1=CC=C(C=C1)N1C(=C2C(N(N=CC2=C1C)C1=CC=CC=C1)=O)C